7-[5-(5-{3,8-diazabicyclo[3.2.1]octan-3-yl}-1,3,4-thiadiazol-2-yl)-4-[(propan-2-yl)amino]pyridin-2-yl]pyrrolo[1,2-b]pyridazine-3-carbonitrile C12CN(CC(CC1)N2)C2=NN=C(S2)C=2C(=CC(=NC2)C2=CC=C1N2N=CC(=C1)C#N)NC(C)C